(R)-4-(2-chloro-4-(3-(2,2-dioxo-2-thia-6-azaspiro[3.4]octan-6-yl)-2-methylpropyl)phenyl)cyclohexan-1-one ClC1=C(C=CC(=C1)C[C@H](CN1CC2(CS(C2)(=O)=O)CC1)C)C1CCC(CC1)=O